5-amino-4-trifluoroacetyl-3-cyano-1-(2,6-dichloro-4-trifluoromethylphenyl)pyrazole NC1=C(C(=NN1C1=C(C=C(C=C1Cl)C(F)(F)F)Cl)C#N)C(C(F)(F)F)=O